C(CCCCCCC)N1C=CC2=CC=C(C=C12)C1=NOC(=N1)[C@H]1N(CCC1)C(=O)OC(C)(C)C Tert-butyl (S)-2-(3-(1-octyl-1H-indol-6-yl)-1,2,4-oxadiazol-5-yl)pyrrolidine-1-carboxylate